ClC1=CC=CC=2N(C(=NC21)CN2[C@@H]1CC[C@@H]1N(CC2)C2=CC=CC=1O[C@](OC12)(C)C1=NC=C(C=C1)Cl)C[C@H]1OCC1 4-Chloro-2-(((1R,6S)-5-((S)-2-(5-chloropyridin-2-yl)-2-methylbenzo[d][1,3]dioxol-4-yl)-2,5-diazabicyclo[4.2.0]octan-2-yl)methyl)-1-(((S)-oxetan-2-yl)methyl)-1H-benzo[d]imidazole